NC=1NC(C(=C(N1)N)NC(=O)NC=1C=C(C(=NC1)C(=O)N[C@H](C(=O)O)C(C)C)F)=O (2S)-2-[(5-{[(2,4-diamino-6-oxo-1,6-dihydropyrimidin-5-yl)carbamoyl]amino}-3-fluoropyridin-2-yl)formamido]-3-methylbutanoic acid